tert-butyl N-[(1R)-2-hydroxy-1-(1-methoxycyclopropyl)ethyl]carbamate OC[C@H](C1(CC1)OC)NC(OC(C)(C)C)=O